((2S,3R,6R)-2,6-Dimethyl-3-(((5-(trifluoromethyl)pyrimidin-2-yl)amino)methyl)morpholino)(4,6-dimethyl-3-(pyrimidin-2-yl)pyridin-2-yl)methanone C[C@@H]1O[C@@H](CN([C@@H]1CNC1=NC=C(C=N1)C(F)(F)F)C(=O)C1=NC(=CC(=C1C1=NC=CC=N1)C)C)C